C(#N)C1N(CC(C1)(F)F)C(CNC(C1=C(C=NC=C1)C=CC1=CN(C2=CC=CC=C12)C)=O)=O N-(2-(2-cyano-4,4-difluoropyrrolidin-1-yl)-2-oxoethyl)-3-(2-(1-methyl-1H-indol-3-yl)vinyl)isonicotinamide